FC=1C=C2N=CC=3N(C(N4C3C2=C(OCC42CCC2)C1C=1C=CC(=NC1)OCCCN1C(CCCC1)C(=O)N)=O)C 1-(3-((5-(6-fluoro-2-methyl-1-oxo-2,9-dihydro-1H-spiro[8-oxa-2,4,10a-triazanaphtho[2,1,8-cde]azulene-10,1'-cyclobutane]-7-yl)pyridin-2-yl)oxy)Propyl)piperidine-2-carboxamide